Cl.N[C@@H]1CN(CCC1)C1=CC(=NC=C1C=1C=NN(C1)CC(F)F)NC1=NC(=C(C=C1)[N+](=O)[O-])C1=C(C=CC=C1OC)F 4-((S)-3-aminopiperidin-1-yl)-5-(1-(2,2-difluoroethyl)-1H-pyrazol-4-yl)-N-(6-(2-fluoro-6-methoxyphenyl)-5-nitropyridin-2-yl)pyridin-2-amine hydrochloride